Ethyl 5-(((1R)-1-(2-(2-azidoethyl)-5-fluoro-2,3-dihydrobenzofuran-7-yl)ethyl)amino)pyrazolo[1,5-a]pyrimidine-3-carboxylate N(=[N+]=[N-])CCC1OC2=C(C1)C=C(C=C2[C@@H](C)NC2=NC=1N(C=C2)N=CC1C(=O)OCC)F